1-(6-(4-isopropyl-4H-1,2,4-triazol-3-yl)pyridin-2-yl)-3-(4-((methylsulfonyl)methyl)phenyl)imidazolidin-2-one C(C)(C)N1C(=NN=C1)C1=CC=CC(=N1)N1C(N(CC1)C1=CC=C(C=C1)CS(=O)(=O)C)=O